ClC1=C(C(=O)N[C@H](C(=O)O)CC2=C3CCCOC3=C(C=C2)C=2C(N(C3=CC=CC=C3C2C)C)=O)C(=CC=C1)Cl (S)-2-(2,6-dichlorobenzamido)-3-(8-(1,4-dimethyl-2-oxo-1,2-dihydroquinolin-3-yl)chroman-5-yl)propionic acid